2'-chloro-5-(difluoromethoxy)-6-fluoro-5'-(2-(((1r,4r)-4-hydroxy-4-methylcyclohexyl)amino)-1-phenylethyl)-[1,1'-biphenyl]-2-carbonitrile ClC1=C(C=C(C=C1)C(CNC1CCC(CC1)(C)O)C1=CC=CC=C1)C=1C(=CC=C(C1F)OC(F)F)C#N